N-(4-(2-aminopyrimidin-4-yl)-2-methylbenzyl)-1-methyl-1H-pyrazole-4-carboxamide NC1=NC=CC(=N1)C1=CC(=C(CNC(=O)C=2C=NN(C2)C)C=C1)C